3-oxazolidin-5-yl-{methyl}-2-thiophene-carboxamide O1CNCC1C1=C(SC=C1C)C(=O)N